N-(2,4-difluoro-3-(7-fluoro-3-(1H-imidazol-2-yl)-1H-indazol-6-yl)phenyl)-2-methoxybenzenesulfonamide FC1=C(C=CC(=C1C1=CC=C2C(=NNC2=C1F)C=1NC=CN1)F)NS(=O)(=O)C1=C(C=CC=C1)OC